FC1=C(C=CC(=C1)F)NN 2,4-difluorophenyl-hydrazine